6-(3-hydroxy-8-azabicyclo[3.2.1]octan-3-yl)-8-methylpyrido[2,3-d]pyrimidin-7(8H)-one OC1(CC2CCC(C1)N2)C2=CC1=C(N=CN=C1)N(C2=O)C